CC1(OB(OC1(C)C)C1=C(C2=CC=CC=C2C=C1)N)C (4,4,5,5-tetramethyl-1,3,2-dioxaborolan-2-yl)naphthalen-1-amine